CC(C(=O)O)(\C=C\CC(=O)O)C1=CC(=CC=C1)Br 2-methyl-2-(3-bromophenyl)trans-3-hexenedioic acid